CO[C@@]12[C@H](CN(C1)C(=O)C1=CC3=C(NC(N3C)=O)C=C1)CN(C2)C(CCC2=CC=C(C=C2)OC(F)(F)F)=O trans-5-[3a-Methoxy-2-[3-[4-(trifluoromethoxy)phenyl]propanoyl]-3,4,6,6a-tetrahydro-1H-pyrrolo[3,4-c]pyrrol-5-carbonyl]-3-methyl-1H-benzimidazol-2-on